tert-butyl 3-(1-amino-2-methoxy-2-oxoethyl)pyrrolidine-1-carboxylate NC(C(=O)OC)C1CN(CC1)C(=O)OC(C)(C)C